FC(S(=O)(=O)OC1=NC(=NC=2CC3(CCC12)C=C(C1=CC=CC=C13)C)SC)(F)F 3-methyl-2'-(methylthio)-5',8'-dihydro-6'H-spiro[indene-1,7'-quinazolin]-4'-yl trifluoromethanesulfonate